OC1(NCCCC1)C(=O)O 2-hydroxypiperidine-2-carboxylic acid